4-(dibenzylamino)cyclohexan-1-ol C(C1=CC=CC=C1)N(C1CCC(CC1)O)CC1=CC=CC=C1